C(N)(O)=O.C(N)(O)=O.C(C)CC(CC(CC)C)(C)C ethyl-2,2,4-trimethylhexane dicarbamate